1-cyclopropyl-N-((1'-methyl-3H-spiro[benzofuran-2,4'-piperidin]-5-yl)methyl)methanamine C1(CC1)CNCC=1C=CC2=C(CC3(CCN(CC3)C)O2)C1